C1(=CC=CC=C1)C1=NC2(NC3=CC=CC=C13)C1=CC=CC=C1C=1C=CC=CC12 4'-phenyl-1'H-spiro[fluorene-9,2'-quinazoline]